C(C)(=O)C=1C=C(C=C2C(C(=C(OC12)N1CCC(CC1)(C)C)C)=O)C 8-acetyl-2-(4,4-dimethyl-1-piperidinyl)-3,6-dimethyl-chromen-4-one